5,10,15,20-Tetrakis(4-hydroxyphenyl)-21H,23H-porphine OC1=CC=C(C=C1)C=1C2=CC=C(N2)C(=C2C=CC(C(=C3C=CC(=C(C=4C=CC1N4)C4=CC=C(C=C4)O)N3)C3=CC=C(C=C3)O)=N2)C2=CC=C(C=C2)O